(R)-2,3-dihydro-N-2-propenyl-1H-indene-1-amine C(C=C)N[C@@H]1CCC2=CC=CC=C12